3-Cyanovinylcarbazole C(#N)C=CC=1C=CC=2NC3=CC=CC=C3C2C1